1-(1-(6-chloro-1-(pyridin-3-yl)-1H-indazol-3-yl)ethyl)-3-(thiophen-3-yl)-1H-pyrazolo[3,4-d]pyrimidin-4-amine ClC1=CC=C2C(=NN(C2=C1)C=1C=NC=CC1)C(C)N1N=C(C=2C1=NC=NC2N)C2=CSC=C2